7-(3-((benzyloxy)methyl)-4-ethyl-5-oxo-4,5-dihydro-1H-1,2,4-triazol-1-yl)-3-(2-chloro-6-fluorophenyl)-6-fluoro-1-isopropylquinolin-4(1H)-one C(C1=CC=CC=C1)OCC1=NN(C(N1CC)=O)C1=C(C=C2C(C(=CN(C2=C1)C(C)C)C1=C(C=CC=C1F)Cl)=O)F